3-(((1-methylazetidin-3-yl)carbamoyl)oxy)propane-1,2-diyl dipalmitate C(CCCCCCCCCCCCCCC)(=O)OCC(COC(NC1CN(C1)C)=O)OC(CCCCCCCCCCCCCCC)=O